monohydroxymyristoleic acid OC(C(=O)O)CCCCCC\C=C/CCCC